N-(4-(2-cyanoprop-2-yl)pyridin-2-yl)-6-(7-(methylamino)-1,6-naphthyridin-3-yl)pyridazine-4-carboxamide C(#N)C(C)(C)C1=CC(=NC=C1)NC(=O)C1=CN=NC(=C1)C=1C=NC2=CC(=NC=C2C1)NC